OC1NC(C2=C1C=CC1=CN(N=C21)C)=O 6-hydroxy-2-methyl-7,8-dihydro-6H-pyrrolo[4,3-g]indazol-8-one